1-phenyl-3-(m-tolyl)prop-2-yn-1-one C1(=CC=CC=C1)C(C#CC=1C=C(C=CC1)C)=O